N-(2-Formylbenzyl)-N-(2-oxo-2-((2'-oxo-1,1',2',3-tetrahydrospiro[indene-2,3'-pyrrolo[2,3-b]pyridin]-5-yl)amino)ethyl)tetrahydro-2H-pyran-2-carboxamide C(=O)C1=C(CN(C(=O)C2OCCCC2)CC(NC=2C=C3CC4(C(NC5=NC=CC=C54)=O)CC3=CC2)=O)C=CC=C1